C(C1=CC=CC=C1)N1C[C@H](C([C@H](C1)C)O)C (3R,4s,5S)-1-benzyl-3,5-dimethylpiperidin-4-ol